2-((4-(chloromethyl)phenoxy)methyl)pyridine ClCC1=CC=C(OCC2=NC=CC=C2)C=C1